N-benzyloxycarbonyl-O-tert-butyl-L-seryl-glycine benzyl ester C(C1=CC=CC=C1)OC(CNC([C@@H](NC(=O)OCC1=CC=CC=C1)COC(C)(C)C)=O)=O